δ-methylacryloxybutyl-diethoxymethyl-silane CC=CC(=O)OCCCC[SiH2]C(OCC)OCC